(R)-3-((6-(2-(4-(2-(4-aminobutoxy)acetyl)-3-methylpiperazin-1-yl)pyrimidin-5-yl)-2,2-dimethyl-3-oxo-2,3-dihydro-1H-pyrrolo[2,3-b]pyridin-1-yl)methyl)picolinonitrile NCCCCOCC(=O)N1[C@@H](CN(CC1)C1=NC=C(C=N1)C1=CC=C2C(=N1)N(C(C2=O)(C)C)CC=2C(=NC=CC2)C#N)C